CC1=CC=NC2=C(C=C(C=C12)C)[O-].CC1=CC=NC2=C(C=C(C=C12)C)[O-].CC1=CC=NC2=C(C=C(C=C12)C)[O-].[Al+3] aluminum tris(4,6-dimethyl-8-quinolinolate)